ClC=1C(=C(CN2[C@@H](C[C@@](CC2)(C(=O)O)CC2=NC(=NC(=C2F)C#N)NC2=NNC(=C2)C)CC)C=CC1)F (2R,4R)-1-(3-chloro-2-fluorobenzyl)-4-((6-cyano-5-fluoro-2-((5-methyl-1H-pyrazol-3-yl)amino)pyrimidin-4-yl)methyl)-2-ethyl-piperidine-4-carboxylic acid